O(S(=O)(=O)C(F)(F)F)C1=C(C(=CC=C1C(C)C)C)C1=CC(=NC=C1)F 2-(2-fluoropyridin-4-yl)-6-isopropyl-3-methylphenyl triflate